P(=O)(O)(O)OC1=C(C=C(C=C1)C[C@]1(C(OC[C@@H]1CC1=CC(=C(C=C1)OC)OC)=O)C)OC 4-(((3R,4R)-4-(3,4-dimethoxybenzyl)-3-methyl-2-oxotetrahydrofuran-3-yl) methyl)-2-methoxyphenyl dihydrogenphosphate